1,1,1,3,3,3-hexaphenyldisiloxane C1(=CC=CC=C1)[Si](O[Si](C1=CC=CC=C1)(C1=CC=CC=C1)C1=CC=CC=C1)(C1=CC=CC=C1)C1=CC=CC=C1